2,6-dimethylheptan-4-amine CC(C)CC(CC(C)C)N